N-(7-(6-(1-hydroxybutyl)-4-methylpyridazin-3-yl)-2,6-naphthyridin-3-yl)cyclopropanecarboxamide OC(CCC)C1=CC(=C(N=N1)C1=NC=C2C=C(N=CC2=C1)NC(=O)C1CC1)C